C1(C=CC=C1)=O.C1(C=CC=C1)=O.[Zr+3] zirconium (III) dicyclopentadienone